[C@@H]1([C@H](O)[C@@H](O)[C@@H](O)[C@H](O1)CO)O[C@H]1[C@@H]([C@H]([C@@H](O[C@@H]1CO)O[C@H]([C@H](C=O)O)[C@@H](O)[C@H](O)CO)N)O β-D-Galactopyranosyl-(1→4)-2-amino-2-deoxy-β-D-glucopyranosyl-(1→3)-D-galactose